(S)-2-(3-fluoro-2-methoxy-5-(2-methoxypropan-2-yl)phenyl)-2-((R)-3-((5-(5,6,7,8-tetrahydro-1,8-naphthyridin-2-yl)pentyl)oxy)pyrrolidin-1-yl)acetic acid FC=1C(=C(C=C(C1)C(C)(C)OC)[C@@H](C(=O)O)N1C[C@@H](CC1)OCCCCCC1=NC=2NCCCC2C=C1)OC